4-meth-oxy-3-phosphobutanoic acid COCC(CC(=O)O)P(=O)=O